C(C)(C)(C)ONC1=NC(=NC(=N1)Cl)NC1=CC(=NC=C1)C(F)(F)F (tert-butoxyamino)-6-chloro-N-(2-(trifluoromethyl)pyridin-4-yl)-1,3,5-triazin-2-amine